O1CCN(CC1)C=1C2=C(N=C(N1)N1N=CC(=C1)C1=CC=CC=C1)C=C(O2)C(=O)NC2CCOCC2 4-morpholino-2-(4-phenylpyrazol-1-yl)-N-tetrahydropyran-4-yl-furo[3,2-d]pyrimidine-6-carboxamide